C(C)(=O)N1CC(CC1)OC=1N=CC(=NC1OC)C1=CNC2=C(C=CC=C12)C#N 3-[5-[(1-acetylpyrrolidin-3-yl)oxy]-6-methoxypyrazin-2-yl]-1H-indole-7-carbonitrile